(E)-2-(1-(3-(4-chlorophenyl)-3-oxoprop-1-en-1-yl)cyclopropyl)isoindoline-1,3-dione ClC1=CC=C(C=C1)C(/C=C/C1(CC1)N1C(C2=CC=CC=C2C1=O)=O)=O